C(C)(C)(C)O[C@@H]([C@@H](C(=O)N1[C@@H]([C@H]2C([C@H]2C1)(C)C)C(=O)O)NC(C(F)(F)F)=O)C (1R,2S,5S)-3-[(2S,3R)-3-Tert-butoxy-2-[(2,2,2-trifluoroacetyl)amino]butanoyl]-6,6-dimethyl-3-azabicyclo[3.1.0]hexane-2-carboxylic acid